methyl 1-(2,2-dimethylcyclopropyl)-2-oxo-1,2-dihydropyridine-3-carboxylate CC1(C(C1)N1C(C(=CC=C1)C(=O)OC)=O)C